4-(5-(3-benzyl-1-((2-methyl-2H-1,2,3-triazol-4-yl)sulfonyl)pyrrolidin-3-yl)-6-methyl-1H-indazol-1-yl)-1-methylpyridin-2(1H)-one C(C1=CC=CC=C1)C1(CN(CC1)S(=O)(=O)C1=NN(N=C1)C)C=1C=C2C=NN(C2=CC1C)C1=CC(N(C=C1)C)=O